C(C)(C)(C)OC(=O)N1[C@@H](C[C@@H](C1)C1=C(C(=CC=C1OC)Cl)Cl)C=CC(=O)OC (2S,4R)-4-(2,3-dichloro-6-methoxyphenyl)-2-(3-methoxy-3-oxoprop-1-en-1-yl)pyrrolidine-1-carboxylic acid tert-butyl ester